CN(C)CC1(CCCC1)CNC1CCN(CC1)C1=C(C=CC=C1)/C=C/C(=O)NO (E)-3-(2-(4-(((1-((dimethylamino)methyl)cyclopentyl)methyl)amino)piperidin-1-yl)phenyl)-N-hydroxyacrylamide